1-((6-((5-(2-(Dimethylamino)-2-oxoethyl)-6-methoxypyridin-3-yl)(methyl)amino)-Ethyl 2-methylquinazolin-4-yl)amino)ethyl-1H-indole-1-carboxylate CN(C(CC=1C=C(C=NC1OC)N(C=1C(=C2C(=NC(=NC2=CC1)C)NC(C)OC(=O)N1C=CC2=CC=CC=C12)CC)C)=O)C